tert-butyl 5-{[6-({1-tert-butyl-4-carbamoyl-3-[4-(2,2,2-trifluoroethanesulfonamido) phenyl]-1H-pyrazol-5-yl}amino)pyridin-3-yl]oxy}pentanoate C(C)(C)(C)N1N=C(C(=C1NC1=CC=C(C=N1)OCCCCC(=O)OC(C)(C)C)C(N)=O)C1=CC=C(C=C1)NS(=O)(=O)CC(F)(F)F